COC1=CC=C(C=C1)C1=COC2=CC(=CC=C2C1=O)OCCCCN(C1CCNCC1)C 3-(4-methoxyphenyl)-7-(4-(methyl-(piperidin-4-yl)amino)butoxy)-4H-chromen-4-one